BrC1=CC=C2C(CCOC2=C1F)(C#N)N[S@@](=O)C(C)(C)C (S)-N-(7-bromo-4-cyano-8-fluoro-chroman-4-yl)-2-methylpropane-2-sulfinamide